1-(3,4-dimethoxyphenyl)-2-(2,6-dimethoxyphenoxy)-1,3-propanediol COC=1C=C(C=CC1OC)C(C(CO)OC1=C(C=CC=C1OC)OC)O